FC1=C(N=CC2=C1N=C(N=C2N2C[C@@H](N(CC2)C(C(=C)F)=O)CC#N)OC[C@H]2N(CCC2)C)C2=CC=CC1=CC=CC(=C21)C 2-[(2S)-4-[8-fluoro-7-(8-methyl-1-naphthyl)-2-[[(2S)-1-methylpyrrolidin-2-yl]methoxy]pyrido[4,3-d]pyrimidin-4-yl]-1-(2-fluoroprop-2-enoyl)piperazin-2-yl]acetonitrile